OCCN(CCS(=O)(=O)O)CCO N,N-bis(hydroxyethyl)-2-aminoethane-sulfonic acid